FC=1C(=C(C=CC1)C1(CCCC1)O)NC1=CC=NN1C 1-(3-fluoro-2-((1-methyl-1H-pyrazol-5-yl)amino)phenyl)cyclopentane-1-ol